2'-(4-(4-([1,1'-biphenyl]-4-yl)-6-phenyl-1,3,5-triazin-2-yl)phenyl)spiro[cyclopentane-1,9'-fluorene]-7'-carbonitrile C1(=CC=C(C=C1)C1=NC(=NC(=N1)C1=CC=CC=C1)C1=CC=C(C=C1)C1=CC=2C3(C4=CC(=CC=C4C2C=C1)C#N)CCCC3)C3=CC=CC=C3